NC1CCN(CC1)C1=C(C=NC2=CC=C(C=C12)C1=C(C(=CC(=C1F)F)Cl)O)C1=CC(=CC(=C1)F)F 2-[4-(4-aminopiperidin-1-yl)-3-(3,5-difluorophenyl)quinolin-6-yl]-6-chloro-3,4-difluorophenol